C[C@]12CC(C[C@](CC1)(N2)C)N(C2=CC=C(N=N2)C2=CC(=C(C=C2O)/C=C/C(=O)NC)F)C (E)-3-(4-(6-(((1R,3s,5S)-1,5-dimethyl-8-azabicyclo[3.2.1]octan-3-yl)(methyl)amino)pyridazin-3-yl)-2-fluoro-5-hydroxyphenyl)-N-methylacrylamide